3-(2-bromo-6-nitrophenyl)acrylic acid BrC1=C(C(=CC=C1)[N+](=O)[O-])C=CC(=O)O